C(C)(C)(C)N(C(O)=O)[C@@H](CN1C([C@H](CC1)OCC1=CC=CC=C1)=O)CO.C(=O)(OCC1C2=CC=CC=C2C2=CC=CC=C12)N1[C@@H](CCC1)C(=O)O fmocproline tert-butyl-((S)-1-((S)-3-(benzyloxy)-2-oxopyrrolidin-1-yl)-3-hydroxypropan-2-yl)carbamate